C(CC)OC(C(C(=O)OCCC)(CC1=CC=CC=C1)CC1=CC=CC=C1)=O dibenzyl-malonic acid dipropyl ester